COC1=CC=C(N=N1)OC(=O)N1C=CC=2N=C(N=C(C21)C2=CC=NC=C2)N2CCOCC2 6-methoxypyridazin-3-yl-2-morpholino-4-(pyridin-4-yl)-5H-pyrrolo[3,2-d]pyrimidine-5-carboxylate